((2s,3s)-1-(6-(6-(difluoromethyl)imidazo[1,2-b]pyridazin-3-yl)pyrimidin-4-yl)-2-methylpiperidin-3-yl)methanol FC(C=1C=CC=2N(N1)C(=CN2)C2=CC(=NC=N2)N2[C@H]([C@H](CCC2)CO)C)F